NC=1C=CC(=C(C1)CC)NC1=CC=CC=C1 2-(5-amino-2-(phenylamino)phenyl)ethane